C(C)C=1C2C3=C(C4=CC=CC=C4C(=C3C(C1)C2)OC(=O)OC)OC(C(=C)C)=O 2-ethyl-9-methacryloyloxy-10-methoxycarbonyloxy-1,4-dihydro-1,4-methanoanthracene